C(CC#C)C1(N=N1)CCC(=O)N1CCC(CC1)NC(C1=CC=C(C=C1)F)=O N-(1-(3-(3-(but-3-yn-1-yl)-3H-diazirin-3-yl)propanoyl)piperidin-4-yl)-4-fluorobenzamide